(E)-N-(4-(N-(4-methoxybenzyl)sulfamoyl)phenyl)-3-(pyridin-4-yl)acrylamide COC1=CC=C(CNS(=O)(=O)C2=CC=C(C=C2)NC(\C=C\C2=CC=NC=C2)=O)C=C1